3-{2-Chloro-3-[(4S)-2-imino-4-methyl-6-oxo-1-(tetrahydro-pyran-4-yl)hexahydropyrimidin-4-yl]anilino}-6-methylpyridine-2-carbonitrile ClC1=C(NC=2C(=NC(=CC2)C)C#N)C=CC=C1[C@]1(NC(N(C(C1)=O)C1CCOCC1)=N)C